5-(2-(1,4-diazepan-1-yl)-4-methoxyphenyl)-3-(4-(1-methyl-4-(trifluoromethyl)-1H-imidazol-2-yl)phenyl)-1,2,4-oxadiazole N1(CCNCCC1)C1=C(C=CC(=C1)OC)C1=NC(=NO1)C1=CC=C(C=C1)C=1N(C=C(N1)C(F)(F)F)C